[Al].[Cr].[Sn].[Ni] nickel tin chromium aluminum